CC=1C=C(C=CC1C)C=1NC(C=2N(C1)N=C(C2C(C(F)(F)F)(F)F)C(=O)O)=O 6-(3,4-Dimethylphenyl)-4-oxo-3-(pentafluoroethyl)-4,5-dihydropyrazolo[1,5-a]pyrazine-2-carboxylic acid